C1(=CC=CC=C1)NC(=O)NC1=CC=C(C=C1)NC(=O)C1CCCC1 N-{4-[(phenylcarbamoyl)amino]phenyl}cyclopentanecarboxamide